C(#N)C=1C=C(C=CC1)C=1C=C2C=CC(=C(C2=CC1)C1=C(C=CC2=CC(=CC=C12)C1=CC(=CC=C1)C#N)OCCO)OCCO 6,6'-bis(3-cyanophenyl)-2,2'-bis-(2-hydroxyethoxy)-1,1'-binaphthyl